C(C)(C)N1C(=NC(=C1)C(F)(F)F)C1=CC=C(COC=2C3=C(N=C(N2)C2=C(C=CC=C2)C(C)C)CCC3)C=C1 4-((4-(1-isopropyl-4-(trifluoromethyl)-1H-imidazol-2-yl)benzyl)oxy)-2-(2-isopropylphenyl)-6,7-dihydro-5H-cyclopenta[d]pyrimidine